ClC1=CC=C(C=C1)S(F)(F)(F)(F)S(=O)(=O)[O-].[Na+] sodium (4-chlorophenyltetrafluoro-λ6-sulfanyl)sulfonate